5-cyclobutyl-6-methoxypyridin-3-ol C1(CCC1)C=1C=C(C=NC1OC)O